FC1=C(C=C(C=C1)F)[C@@H]1N(C[C@H](C1)F)C=1C=CC=2N(N1)C(=CN2)/C=C/C=2N=CC(=NC2)N2C(CN(CC2)C(=O)OC(C)(C)C)=C=O Tert-butyl 4-(5-((E)-2-(6-((2R,4S)-2-(2,5-difluorophenyl)-4-fluoropyrrolidin-1-yl) imidazo[1,2-b]pyridazin-3-yl) vinyl) pyrazin-2-yl)-3-carbonylpiperazine-1-carboxylate